FC1(CN(CC1)CCCN1C(C(=CC(=C1)C(F)(F)F)N=C=S)=O)F 1-(3-(3,3-difluoropyrrolidin-1-yl)propyl)-3-isothiocyanato-5-(trifluoromethyl)pyridin-2(1H)-one